NC1CN(C1)C1=CC(=C(C(=C1)C)C1C(NC(CC1)=O)=O)Cl 3-(4-(3-aminoazetidin-1-yl)-2-chloro-6-methylphenyl)piperidine-2,6-dione